P(=O)(OCC(C(OC(CCCCCCC\C=C/CCCCCCCC)=O)CC)OC(CCCCCCC\C=C/CCCCCCCC)=O)([O-])[O-] ethyl-2,3-bis(oleoyloxy)propyl phosphate